CC=1C=C(C(=O)OC2=C(C(=CC(=C2)Br)C=NC2=C(C=C(C=C2)Cl)Cl)O)C=CC1 5-bromo-3-((2,4-di-chlorophenylimino)meth-yl)-2-hydroxyphenyl 3-methylbenzoate